1-tert-butyl-3-[6-(cyclopropylamino)-2-fluoropyridin-3-yl]-N-[(3S)-9-fluoro-2-oxo-5-phenyl-1,3-dihydro-1,4-benzodiazepine-3-yl]Pyrazole-4-carboxamide C(C)(C)(C)N1N=C(C(=C1)C(=O)N[C@@H]1C(NC2=C(C(=N1)C1=CC=CC=C1)C=CC=C2F)=O)C=2C(=NC(=CC2)NC2CC2)F